ClC(Cl)(Cl)[SiH3] trichloromethylsilane